2-(6-(4-isopropyl-4H-1,2,4-triazol-3-yl)pyridin-2-yl)-6-(pyridin-3-yl)isoindolin-1-one C(C)(C)N1C(=NN=C1)C1=CC=CC(=N1)N1C(C2=CC(=CC=C2C1)C=1C=NC=CC1)=O